CN(CCNC1=CC=C(C=N1)S(=O)(=O)NC1=C(N=CS1)C(=O)O)C 5-(6-{[2-(dimethylamino)ethyl]amino}pyridin-3-ylsulfonylamino)-1,3-thiazole-4-carboxylic acid